2-(5-(4-(aminomethyl)-1-oxo-1,2-dihydrophthalazin-6-yl)pyridin-3-yl)-5-fluorobenzonitrile NCC1=NNC(C2=CC=C(C=C12)C=1C=C(C=NC1)C1=C(C#N)C=C(C=C1)F)=O